(S*)-3-(4-Fluorophenyl)-N7-methyl-N5-(1-methyl-1H-pyrazol-4-yl)-2,3-dihydrobenzofuran-5,7-dicarboxamid FC1=CC=C(C=C1)[C@@H]1COC2=C1C=C(C=C2C(=O)NC)C(=O)NC=2C=NN(C2)C |o1:7|